ClC=1C=C(C=NC1N1N=CC(=N1)C#N)NC(=O)C=1C=NN(C1C(F)(F)F)C1=C2C=CC=NC2=CC=C1 N-(5-chloro-6-(4-cyano-2H-1,2,3-triazol-2-yl)pyridin-3-yl)-1-(quinolin-5-yl)-5-(trifluoromethyl)-1H-pyrazole-4-carboxamide